COC1=CC=CC=2C=3C=C4C(=C(C3N(C12)C)C)C=CN=C4 7-methoxy-5,6-dimethyl-6H-pyrido[4,3-b]carbazole